CN(C1C(N(CC1)C1=CC=C(C=C1)N1C=NC(=C1)NC=1N=CC(=NC1)C#N)C)C 5-((1-(4-(3-(Dimethylamino)-2-methylpyrrolidin-1-yl)phenyl)-1H-imidazol-4-yl)amino)pyrazine-2-carbonitrile